FC=1C(=C(C=CC1)C1=CC(=NC=C1C(=O)O)C)OC 4-(3-fluoro-2-methoxyphenyl)-6-methylnicotinic acid